BrC=1C=CC(=NC1)N1C(NC2=C1C(=CC=C2)C)=O 3-(5-bromo-2-pyridinyl)-4-methyl-1H-benzimidazol-2-one